FC1=C(C=CC(=C1)F)[C@@H]1N(OCC1)C1=CC(=NC=N1)NC=1C(=CC(=C(C1)NC(C=C)=O)N1CCC(CC1)N1[C@H]2CN([C@@H](C1)C2)CC)OC N-(5-((6-((R)-3-(2,4-difluorophenyl)isoxazolidine-2-yl)pyrimidine-4-yl)amino)-2-(4-((1R,4R)-5-ethyl-2,5-diazabicyclo[2.2.1]heptane-2-yl)piperidine-1-yl)-4-methoxyphenyl)acrylamide